ClC1=CC=C(C=C1)C1=C(C(=O)N)C=CC(=C1C)N(C(=O)NC1=CC=C(C=C1)Cl)CCN1C(COCC1)=O (4-chlorophenyl)-4-{3-(4-chlorophenyl)-1-[2-(3-oxomorpholino)ethyl]ureido}-3-methylbenzamide